C(C)(=O)C1=CC(=C2CN(C(C2=C1)=O)C1=CC(=CC=C1)C1(COC1)[C@@H](C1=NN=CN1C)F)C(F)(F)F 6-acetyl-2-(3-{3-[(S)-fluoro(4-methyl-1,2,4-triazol-3-yl)methyl]oxetan-3-yl}phenyl)-4-(trifluoromethyl)-3H-isoindol-1-one